((2-amino-4-bromophenyl)thio)acetic acid NC1=C(C=CC(=C1)Br)SCC(=O)O